acetamide-2-d hydrochloride Cl.C(C[2H])(=O)N